2-tert-butyl-6-(3-tert-butyl-2-hydroxy-5-methylbenzyl)-4-methylphenyl-acrylic acid C(C)(C)(C)C1=C(C(=CC(=C1)C)CC1=C(C(=CC(=C1)C)C(C)(C)C)O)C(C(=O)O)=C